3-(4-oxo-3-phenyl-3,4-dihydro-phthalazin-1-yl)benzaldehyde O=C1N(N=C(C2=CC=CC=C12)C=1C=C(C=O)C=CC1)C1=CC=CC=C1